C(C)(C)(C)OC(=O)N1CC(C(CC1)C(C)C)C(N(C)OC)=O 3-(methoxy(methyl)carbamoyl)-4-isopropylpiperidine-1-carboxylic acid tert-butyl ester